[3-(dimethylamino)pyrrolidin-1-yl]Pyridine-2-carbonitrile CN(C1CN(CC1)C=1C(=NC=CC1)C#N)C